C1(CCC(N1OC(=O)C1=CC=C(C(SC2=NC=CC=C2)C)C=C1)=O)=O 4-succinimidyloxycarbonyl-methyl-(2-pyridylthio)toluene